2-(trans-4-((3-(2-Cyclopropylthiazol-5-yl)phenyl)((trans-4-(6-(dimethylamino)pyridin-3-yl)cyclohexyl)methyl)carbamoyl)cyclohexyl)acetic acid C1(CC1)C=1SC(=CN1)C=1C=C(C=CC1)N(C(=O)[C@@H]1CC[C@H](CC1)CC(=O)O)C[C@@H]1CC[C@H](CC1)C=1C=NC(=CC1)N(C)C